N-acetyl-S-(N-methylcarbamoyl)cysteine CC(=O)N[C@@H](CSC(=O)NC)C(=O)O